N-[(1R)-1-(1-Naphthyl)ethyl]-3-(4-piperidyl)benzamide hydrochloride salt tert-Butyl-4-[3-[[(1R)-1-(1-naphthyl)ethyl]carbamoyl]phenyl]piperidine-1-carboxylate C(C)(C)(C)OC(=O)N1CCC(CC1)C1=CC(=CC=C1)C(N[C@H](C)C1=CC=CC2=CC=CC=C12)=O.Cl.C1(=CC=CC2=CC=CC=C12)[C@@H](C)NC(C1=CC(=CC=C1)C1CCNCC1)=O